(2-piperazin-1-ylpyrimidin-5-yl)quinazoline N1(CCNCC1)C1=NC=C(C=N1)C1=NC2=CC=CC=C2C=N1